(RS)-5-fluoro-1-(tetrahydrofuran-2-yl)pyrimidine FC=1C=NCN(C1)[C@@H]1OCCC1 |r|